4-((5-methyl-2-(4-(trifluoromethyl)phenyl)oxazol-4-yl)methyl)-N-phenylaniline CC1=C(N=C(O1)C1=CC=C(C=C1)C(F)(F)F)CC1=CC=C(NC2=CC=CC=C2)C=C1